[4-(3-fluoro-4-formylphenoxy) piperidin-1-yl]Ethyl acetate C(C)(=O)OCCN1CCC(CC1)OC1=CC(=C(C=C1)C=O)F